4-(2-Amino-2-methylpropanoyl)-N-(1-(6-(4-aminopiperidin-1-yl)-5,6,7,8-tetrahydronaphthalen-2-yl)-2-oxo-1,2-dihydropyrimidin-4-yl)piperazine-1-carboxamide hydrochloride salt Cl.NC(C(=O)N1CCN(CC1)C(=O)NC1=NC(N(C=C1)C1=CC=2CCC(CC2C=C1)N1CCC(CC1)N)=O)(C)C